C(C)(=O)N1C[C@@](CC1)(C(F)(F)F)N1C=C2C(=NN(C(C2=CC1=O)=O)C)N[C@H](C)C1=CC=CC=2C(=COC21)F 6-((S)-1-acetyl-3-(trifluoromethyl)pyrrolidin-3-yl)-4-(((R)-1-(3-fluorobenzofuran-7-yl)ethyl)amino)-2-methyl-2,6-dihydropyrido[3,4-d]pyridazine-1,7-dione